COC1=C(C(=C(COC(=O)[C@H]2C([C@@H]2C=C(C)C#N)(C)C)C(=C1F)F)C)F.BrCC(=O)C=1NC(=NC1C)NC(C1=CC=CC=C1)=O N-[4-(2-bromoacetyl)-5-methyl-3H-imidazol-2-yl]benzamide 4-methoxy-2-methyl-3,5,6-trifluorobenzyl-(1R)-trans-3-(2-cyano-1-propenyl)-2,2-dimethylcyclopropanecarboxylate